ClC1=C(C(=CC=C1F)Cl)[C@@H](C)OC=1C=C(C=NC1N)C=1C=NC(=CC1OC)N1[C@H](CNCC1)C 5-((R)-1-(2,6-dichloro-3-fluorophenyl)ethoxy)-4'-methoxy-6'-((S)-2-methylpiperazin-1-yl)-3,3'-bipyridyl-6-amine